(1r,3s,5s)-3-(4-methylpiperidin-1-yl)-8-((3-phenyl-1H-pyrazol-5-yl)sulfonyl)-8-azabicyclo[3.2.1]octane CC1CCN(CC1)C1C[C@H]2CC[C@@H](C1)N2S(=O)(=O)C2=CC(=NN2)C2=CC=CC=C2